COC1=CC2=C(C3=C(NS2(=O)=O)C=CC(=C3)C(F)(F)F)C=C1 3-methoxy-9-(trifluoromethyl)-6H-dibenzo[c,e][1,2]thiazine 5,5-dioxide